BrC=1C=C2CC(CC2=CC1)NC1=NC=C(C=N1)C(=O)NN 2-((5-bromo-2,3-dihydro-1H-inden-2-yl)amino)pyrimidine-5-carbohydrazide